(S)-2-(3-cyclopropyl-1-methyl-4-oxo-1,4-dihydro-5H-pyrazolo[3,4-d]pyridazin-5-yl)-N-(1-(4-(trifluoromethoxy)phenyl)ethyl)acetamide C1(CC1)C1=NN(C=2C=NN(C(C21)=O)CC(=O)N[C@@H](C)C2=CC=C(C=C2)OC(F)(F)F)C